(S)-N-(4-((1-(4-methoxyphenyl)ethyl)amino)phenyl)cyclohexanesulfonamide disodium [Na].[Na].COC1=CC=C(C=C1)[C@H](C)NC1=CC=C(C=C1)NS(=O)(=O)C1CCCCC1